ClC1=C(C=C(C=C1)Cl)CC(=O)NC1CN(C(C1)=O)C1=C(C=CC=C1)F 2-(2,5-dichlorophenyl)-N-[1-(2-fluorophenyl)-5-oxopyrrolidin-3-yl]acetamide